FC=1C=C(C=C2C(=CC=NC12)C(C)O)C1=NC(=NC=C1F)NC1=NC=C(C=C1)N1CCN(CC1)C 1-(8-Fluoro-6-(5-fluoro-2-((5-(4-methylpiperazin-1-yl)pyridin-2-yl)amino)pyrimidin-4-yl)quinolin-4-yl)ethanol